C(C=C)(=O)N1CCC(CC1)OC=1C=C2C(=NC=NC2=CC1OC)NC=1C=C(C=CC1OC)C=1C=C(SC1)C(=O)NCCC1=CC(=CC=C1)F 4-(3-((6-((1-acryloylpiperidin-4-yl)oxy)-7-methoxyquinazolin-4-yl)amino)-4-methoxyphenyl)-N-(3-fluorophenethyl)thiophene-2-carboxamide